C=[N-] carbene-amide